C(C=C)OC1=CC=C(C=C1)NC(=O)C=1C=C2N=CC=NC2=CC1 N-(4-(allyloxy)phenyl)quinoxaline-6-carboxamide